FS(=O)(=O)N.FS(=O)(=O)N.[Na] sodium bis(fluorosulfonamide)